ClC1=CC=C(C=C1)C=1N=C(C=2N(C1)N=C(N2)N[C@@H](C)C(=O)O)C=2C=NN(C2)C (6-(4-Chlorophenyl)-8-(1-methyl-1H-pyrazol-4-yl)-[1,2,4]triazolo[1,5-a]pyrazine-2-yl)-L-alanine